COC1(C(=O)P(C(CCC(C)(C)C)C)(C(C2(CC=CC=C2OC)OC)=O)=O)CC=CC=C1OC bis(1,6-dimethoxybenzoyl)(1,4,4-trimethylpentyl)phosphine oxide